C1CC12N(CCNC2)C(=O)OC(C)(C)C 1,1-dimethylethyl 4,7-diazaspiro[2.5]octane-4-carboxylate